(2R)-2-[[(1S,3S)-3-hydroxycyclopentyl]carbamoylamino]-4-[2-phenoxyethyl-[4-(5,6,7,8-tetrahydro-1,8-naphthyridin-2-yl)butyl]amino]butanoic acid O[C@@H]1C[C@H](CC1)NC(=O)N[C@@H](C(=O)O)CCN(CCCCC1=NC=2NCCCC2C=C1)CCOC1=CC=CC=C1